6-[(2S)-2-aminopropyl]-2-chloro-5-fluoro-N-[(thiophen-2-yl)methyl]-7H-pyrrolo[2,3-d]pyrimidin-4-amine hydrochloride Cl.N[C@H](CC1=C(C2=C(N=C(N=C2NCC=2SC=CC2)Cl)N1)F)C